CC(CC)NN butan-2-yl-hydrazine